7-(Pyridin-2-ylamino)-2-(((tetrahydro-2H-pyran-4-yl)thio)methyl)quinazolin-4(3H)-one N1=C(C=CC=C1)NC1=CC=C2C(NC(=NC2=C1)CSC1CCOCC1)=O